ClC=1C(=CC(=NC1)OC)C(C(=O)N1C[C@H](CC1)NC1=NC(=C(C=C1)C1=NN(C(=N1)C(F)F)C)C)C 2-(5-Chloro-2-methoxypyridin-4-yl)-1-[(3S)-3-({5-[5-(difluoromethyl)-1-methyl-1H-1,2,4-triazol-3-yl]-6-methylpyridin-2-yl}amino)pyrrolidin-1-yl]propan-1-on